6-(1-((R)-1-((1r,4R)-4-aminocyclohexane-1-carbonyl)pyrrolidin-3-yl)-1H-pyrazol-4-yl)-4-methoxypyrazolo[1,5-a]pyridine-3-carbonitrile NC1CCC(CC1)C(=O)N1C[C@@H](CC1)N1N=CC(=C1)C=1C=C(C=2N(C1)N=CC2C#N)OC